(R)-N-ethyl-N-(2,2,2-trifluoro-1-(4-fluorophenyl)ethyl)imidazo[1,2-a]pyrazine-2-sulfonamide C(C)N(S(=O)(=O)C=1N=C2N(C=CN=C2)C1)[C@@H](C(F)(F)F)C1=CC=C(C=C1)F